NC1=NC=CC2=CC=C(C=C12)C=1C=C2C(=NN(C2=CC1)C1CCC1)COC1=C(C=CC=C1)CC(=O)O 2-(2-((5-(1-aminoisoquinolin-7-yl)-1-cyclobutyl-1H-indazol-3-yl)methoxy)phenyl)acetic acid